C(C)(C)OCCCNCC1=CC=2C(=NC=CC2C=2C=C3C(=NNC3=CC2)N)N1 5-(2-(((3-Isopropoxypropyl)amino)methyl)-1H-pyrrolo[2,3-b]pyridin-4-yl)-1H-indazol-3-amine